4-((6Z,8E)-8-methyl-4,11-dithionyl-3,5,6,9,10,12-hexaazatetradec-6,8-dien-7-yl)piperidine-1-carboxylic acid phenylmethyl ester C1(=CC=CC=C1)COC(=O)N1CCC(CC1)/C(=N/NC(NCC)=S=O)/C(=N/NC(NCC)=S=O)/C